OC(C)C1=C2C(=NC(=C1)C(=O)OC)C(CC2)(C)C methyl 4-(1-hydroxyethyl)-7,7-dimethyl-6,7-dihydro-5H-cyclopenta[b]pyridine-2-carboxylate